O1N(CCC1)CC=1C=C(C(=O)O)C=CC1 3-(isoxazolidin-2-ylmethyl)benzoic acid